propanamide Zinc [Zn].C(CC)(=O)N